N-methoxymethylamine, hydrochloride Cl.CONC